N1C(NC(C1)=O)=O Imidazolidine-2,4-dione